5-fluoro-2-(4-((1-methylpiperidin-3-yl)amino)-5,6,7,8-tetrahydrophthalazin-1-yl)phenol FC=1C=CC(=C(C1)O)C1=NN=C(C=2CCCCC12)NC1CN(CCC1)C